1,1-dimethylpiperidinium-4-yl octadecyl phosphate P(=O)(OC1CC[N+](CC1)(C)C)(OCCCCCCCCCCCCCCCCCC)[O-]